BrC1=CC=2C(=NS(=NC2C(=C1)Br)(=O)C)N[C@@H](C)C=1N(N=CN1)C1=NC=CC=N1 8,10-dibromo-3-methyl-3-oxo-N-[(1S)-1-(2-pyrimidin-2-yl-1,2,4-triazol-3-yl)ethyl]-3λ6-thia-2,4-diazabicyclo[4.4.0]deca-1(6),2,4,7,9-pentaen-5-amine